5-(3-(hydroxymethyl)piperazin-1-yl)-2,3-dihydro-1,4-benzodioxine OCC1CN(CCN1)C1=CC=CC=2OCCOC21